N1C(=NC2=C1C=CC=C2)C2CCN(CC2)C=2SC1=C(N2)C=CC(=C1)C(=O)O 2-(4-(1H-benzo[d]imidazol-2-yl)piperidin-1-yl)benzo[d]thiazole-6-carboxylic acid